N[C@@H](CCC(=O)O)C(=O)O.CC(CCNC1=C(C=CC=C1)[C@H]1NCCCC1)C (S)-3-methyl-(2-piperidylphenyl)-1-butylamine glutamate